NC=1C(=C2C(=NC1C(=O)N)N(C=C2C(=O)N)CC)C2=C(C(=CC=C2)O)C (M)-5-amino-1-ethyl-4-(3-hydroxy-2-methyl-phenyl)pyrrolo[2,3-b]pyridine-3,6-dicarboxamide